COCCOCCOCCOCCO 2-{2-[2-2-(methoxy-ethoxy)-ethoxy]-ethoxy}-ethanol